CC1=CC=C(C=C1)S(=O)(=O)OCC1(CCOCC1)COS(=O)(=O)C1=CC=C(C=C1)C (oxane-4,4-diyl)bis(methylene) bis(4-methylbenzene-1-sulfonate)